4-(1-tert-butoxycarbonyl-4-piperidyl)benzoic acid C(C)(C)(C)OC(=O)N1CCC(CC1)C1=CC=C(C(=O)O)C=C1